ClC1=C2C(=CN=C1C)NC(=C2)C(=O)NC2CC[Si](CC2)(C)C 4-chloro-N-(1,1-dimethylsilacyclohexan-4-yl)-5-methyl-1H-pyrrolo[2,3-c]pyridine-2-carboxamide